C[C@@H](CCCCCC[C@H](CC)O)O (2S,9S)-2,9-Undecanediol